CC=1C(=NC(=CN1)C)C=1C=CC(=NC1)C1=CNC2=NC=C(C=C21)C=2C=CC1=C(CC[C@H](CC1)N1C3COCC1C3)C2 6-[(7S)-2-{3-[5-(3,6-Dimethylpyrazin-2-yl)pyridin-2-yl]-1H-pyrrolo[2,3-b]pyridin-5-yl}-6,7,8,9-tetrahydro-5H-benzo[7]annulen-7-yl]-3-oxa6-azabicyclo[3.1.1]heptane